6-chloro-7-fluoro-N-[4-methoxy-5-(1,1,2-trifluoroethoxy)pyrimidin-2-yl]-1H-indole-3-sulfonamide ClC1=CC=C2C(=CNC2=C1F)S(=O)(=O)NC1=NC=C(C(=N1)OC)OC(CF)(F)F